(1-(4,6-Diamino-1,3,5-triazin-2-yl)-3-(3-phenylpropyl)piperidin-3-yl)methanol NC1=NC(=NC(=N1)N)N1CC(CCC1)(CCCC1=CC=CC=C1)CO